diphenyl-carbamoyl chloride C1(=CC=CC=C1)N(C(=O)Cl)C1=CC=CC=C1